C(C)(C)(C)OC(=O)N1CC(CCC1)C=1C=NC=CC1C1=CC(=C(C=C1)CN)C.BrC=1SC=CC1CCOC(CCCCCCCCCC)=O 2-bromo-3-(2-undecanoyloxyethyl)thiophene tert-butyl-3-(4-(4-(aminomethyl)-3-methylphenyl)pyridin-3-yl)piperidine-1-carboxylate